S(=O)(=O)(O)[NH-] sulfoamide